4-((4-((4-((2-chlorophenyl)carbamoyl)phenyl)amino)-5-fluoropyrimidin-2-yl)amino)-N-(4-(2-(4-(4-(2,6-dioxopiperidin-3-yl)phenyl)piperazin-1-yl)ethyl)piperidin-1-yl)-3-methoxybenzamide ClC1=C(C=CC=C1)NC(=O)C1=CC=C(C=C1)NC1=NC(=NC=C1F)NC1=C(C=C(C(=O)NN2CCC(CC2)CCN2CCN(CC2)C2=CC=C(C=C2)C2C(NC(CC2)=O)=O)C=C1)OC